2-[6-[5-cyclopropyl-3-methyl-4-oxo-6-(trifluoromethyl)imidazo[4,5-c]pyridin-2-yl]-5-ethylsulfonyl-3-pyridyl]-2-methyl-propanenitrile C1(CC1)N1C(C2=C(C=C1C(F)(F)F)N=C(N2C)C2=C(C=C(C=N2)C(C#N)(C)C)S(=O)(=O)CC)=O